6-chloro-N-((1R,2R,4S)-7-cyano-7-azabicyclo[2.2.1]heptan-2-yl)-1-(6-methyl-2-pyridinyl)-1H-indazole-5-carboxamide ClC1=C(C=C2C=NN(C2=C1)C1=NC(=CC=C1)C)C(=O)N[C@H]1[C@H]2CC[C@@H](C1)N2C#N